ClC=1C=NC(=NC1)N1CCC(CC1)CCCOC1=CC(=C(C=C1)CC(=O)N1CCN(CCC1)C(CCCCS(=O)(=O)O)=O)F 5-(4-(2-(4-(3-(1-(5-chloropyrimidin-2-yl)piperidin-4-yl)propoxy)-2-fluorophenyl)acetyl)-1,4-diazepan-1-yl)-5-oxopentane-1-sulfonic acid